ClC1=C(C=CC=C1Cl)C(=O)N1CC=2N(C[C@@H]1C)C(=NN2)C2=NC=CC(=C2)[18F] (S)-(2,3-dichlorophenyl)(3-(4-[18F]fluoropyridin-2-yl)-6-methyl-5,6-dihydro-[1,2,4]triazolo[4,3-a]pyrazin-7(8H)-yl)methanone